CN1N=CC(=C1C)C(O)C1=CC=CC=C1 (1,5-dimethylpyrazol-4-yl)-phenyl-methanol